(4-amino-7-fluoroimidazo[1,5-a]quinoxalin-8-yl)(2,3-dihydrospiro[indene-1,3'-pyrrolidin]-1'-yl)methanone NC=1C=2N(C3=CC(=C(C=C3N1)F)C(=O)N1CC3(CC1)CCC1=CC=CC=C13)C=NC2